ClCC=1C=CC(=NC1)N1N=CC(=C1)C(F)(F)F 5-(chloromethyl)-2-[4-(trifluoromethyl)pyrazol-1-yl]pyridine